(5-(4-(isoindolin-2-ylmethyl)-1-methyl-1H-pyrrolo[2,3-b]pyridin-6-yl)-1-oxoisoindolin-2-yl)piperidine-2,6-dione C1N(CC2=CC=CC=C12)CC1=C2C(=NC(=C1)C=1C=C3CN(C(C3=CC1)=O)N1C(CCCC1=O)=O)N(C=C2)C